4-aminophenylethyl-1,4,7,10-tetraazacyclodecane-N,N',N'',N'''-tetraacetic acid C1CN(CCN(CCN(CCN1CC(=O)O)CC(=O)O)C(CCC2=CC=C(C=C2)N)C(=O)O)CC(=O)O